2-cyclopropyl-5,6,7,8-tetrahydro-4H-pyrazolo[4,3-c]azepine C1(CC1)N1N=C2C(CNCCC2)=C1